C1(=CC=CC=C1)C=1C(C(C=CC1)(CC1=CC=CC=C1)CC1=CC2=CC=CC=C2C=C1)O 2-phenyl-6-(2-naphthylmethyl)-6-benzyl-phenol